C1(CC1)S(=O)(=O)C=1N=C2N(N1)CCC2F 2-cyclopropylsulfonyl-7-fluoro-6,7-dihydro-5H-pyrrolo[1,2-b][1,2,4]triazole